BrC1=CC2=C(N=C(O2)N2N=CCC2)C=C1OC 6-bromo-2-(4,5-dihydro-1H-pyrazol-1-yl)-5-Methoxybenzo[d]oxazole